1-((3R,4S,SR)-3,4-dihydroxy-5-(hydroxymethyl)tetrahydrofuran-2-yl)-2-(methylthio)pyridin-4(1H)-one O[C@H]1[C@H](OC([C@H]1O)CO)N1C(=CC(C=C1)=O)SC |&1:2|